CC1CNCCC(N1)C 3,5-dimethyl-1,4-diazacycloheptane